C(#N)[C@H]1N([C@H]2C[C@H]2C1)C(CC=1C(=NC2=CC=C(C=C2C1C(=O)N)C)C)=O (2-((1S,3S,5S)-3-cyano-2-azabicyclo[3.1.0]hex-2-yl)-2-oxoethyl)-2,6-dimethylquinoline-4-carboxamide